5-bromo-2-(4-methylpiperidin-4-yl)benzo[d]oxazole BrC=1C=CC2=C(N=C(O2)C2(CCNCC2)C)C1